(1s,3s)-3-(2-(trifluoromethyl)-1H-imidazo[4,5-c]pyridin-1-yl)cyclobutyl ((7-chloro-2-(2,6-dioxopiperidin-3-yl)-4-fluoro-3-oxoisoindolin-5-yl)methyl)carbamate ClC=1C=C(C(=C2C(N(CC12)[C@@H]1C(NC(CC1)=O)=O)=O)F)CNC(OC1CC(C1)N1C(=NC=2C=NC=CC21)C(F)(F)F)=O